N-(7-(6-(1-hydroxybutyl)-4-methylpyridin-3-yl)-5-methyl-2,6-naphthyridin-3-yl)acetamide OC(CCC)C1=CC(=C(C=N1)C1=NC(=C2C=C(N=CC2=C1)NC(C)=O)C)C